ClC1=C(N=CC(=N1)N1C=NC2=C1C=C(C(=C2)OC)NC=2N=NC(=CC2)C)C(F)F 3-[6-chloro-5-(difluoromethyl)pyrazin-2-yl]-6-methoxy-N-(6-methylpyridazin-3-yl)benzimidazol-5-amine